5-(3-chlorobenzyl)-3-((5-isopropylisoxazole-3-carboxamido)methyl)-4,5-dihydroisoxazole ClC=1C=C(CC2CC(=NO2)CNC(=O)C2=NOC(=C2)C(C)C)C=CC1